BrC1=C(C=C(C(=C1)Cl)C)C=1SC=CN1 2-(2-bromo-4-chloro-5-methyl-phenyl)thiazole